3-(5-(1-(2-(4-(4-(4-amino-3-(4-phenoxyphenyl)-1H-pyrazolo[3,4-d]pyrimidin-1-yl)piperidine-1-carbonyl)piperazin-1-yl)ethyl)piperidin-4-yl)-1-oxoisoindolin-2-yl)piperidine-2,6-dione NC1=C2C(=NC=N1)N(N=C2C2=CC=C(C=C2)OC2=CC=CC=C2)C2CCN(CC2)C(=O)N2CCN(CC2)CCN2CCC(CC2)C=2C=C1CN(C(C1=CC2)=O)C2C(NC(CC2)=O)=O